C(C)(C)(C)OC(=O)N[C@H](C(=O)NC1=C(C=C(C=C1)C(C(=O)N(CC(=O)OC)CC(F)(F)F)C)F)C(C1CC1)C1CC1 methyl N-(2-(4-((S)-2-((tert-butoxycarbonyl)amino)-3,3-dicyclopropylpropanamido)-3-fluorophenyl)propanoyl)-N-(2,2,2-trifluoroethyl)glycinate